C(CCCCCCC=CCC=CCC=CCC)=O 8,11,14-heptadecatrienal